(S)-5-(1-(1-ethoxypropan-2-yl)-2-(tetrahydro-2H-pyran-4-yl)-1H-benzo[d]imidazol-6-yl)-1,3-dimethylpyridin-2(1H)-one C(C)OC[C@H](C)N1C(=NC2=C1C=C(C=C2)C=2C=C(C(N(C2)C)=O)C)C2CCOCC2